2-[2-(4-cyano-4-phenyl-piperidine-1-carbonyl)-5-methyl-pyridin-1-ium-4-carbonyl]-3,4,4a,9a-tetrahydro-1H-benzofuro[2,3-c]pyridine-7-carbonitrile C(#N)C1(CCN(CC1)C(=O)C1=[NH+]C=C(C(=C1)C(=O)N1CC2C(CC1)C1=C(O2)C=C(C=C1)C#N)C)C1=CC=CC=C1